LITHIUM RUTHENIUM [Ru].[Li]